C(C1=CC=CC=C1)OC1=CC=C(C2=CC=CC=C12)C1=C(C=CC=C1)[SiH](C)C (2-(4-(benzyloxy)naphthalen-1-yl)phenyl)dimethylsilane